3-aminopyrrolidin-2-one hydrochloride Cl.NC1C(NCC1)=O